C(C)(C)(C)OC(=O)N1CCN(CC1)C1=C(C(N(C2=NC(=C(C=C12)Cl)C1=C(C=C(C=C1F)F)N)C=1C(=NC=CC1C)C(C)C)=O)C#N 4-(7-(2-amino-4,6-difluorophenyl)-6-chloro-3-cyano-1-(2-isopropyl-4-methylpyridin-3-yl)-2-oxo-1,2-dihydro-1,8-naphthyridin-4-yl)piperazine-1-carboxylic acid tert-butyl ester